C(C1=CC=CC=C1)OC(NCCOCCOCCOCCOCCNC=1C(=CC2=C(NC(=N2)CNC2=C3N=CN(C3=NC(=N2)Cl)C=2C=NN(C2)C)C1)Cl)=O (14-((5-chloro-2-(((2-chloro-9-(1-methyl-1H-pyrazol-4-yl)-9H-purin-6-yl)amino)methyl)-1H-benzo[d]imidazol-6-yl)amino)-3,6,9,12-tetraoxatetradecyl)carbamic acid benzyl ester